7-[1-(1-Cyano-4-piperidyl)-5-methyl-triazol-4-yl]-5-[2,2-difluoro-1-(5-fluoro-2-pyridyl)ethoxy]imidazo[1,2-a]pyridine-3-carbonitrile C(#N)N1CCC(CC1)N1N=NC(=C1C)C1=CC=2N(C(=C1)OC(C(F)F)C1=NC=C(C=C1)F)C(=CN2)C#N